C1(CC1)N1C(N(C=2C(C1=O)=C(N(C(C2C)=O)C)NC2=C(C=C(C=C2)I)F)C2=C1C=CN(C1=CC=C2)S(=O)(=O)F)=O 4-(3-cyclopropyl-5-((2-fluoro-4-iodophenyl)amino)-6,8-dimethyl-2,4,7-trioxo-3,4,6,7-tetrahydropyrido[4,3-d]pyrimidin-1(2H)-yl)-1H-indole-1-sulfonyl fluoride